6-((4-((tert-Butyldiphenylsilyl)oxy)butyl)(methyl)amino)undecane-1,11-diyl dicyclotetradecanecarboxylate C1(CCCCCCCCCCCCC1)C(=O)OCCCCCC(CCCCCOC(=O)C1CCCCCCCCCCCCC1)N(C)CCCCO[Si](C1=CC=CC=C1)(C1=CC=CC=C1)C(C)(C)C